(2-(3-(4-chlorophenyl)tetrahydrofuran-3-yl)thiazol-4-yl)methanol ClC1=CC=C(C=C1)C1(COCC1)C=1SC=C(N1)CO